C1(CC1)C1=C(C(=NO1)C1=C(C=CC=C1)OC(F)(F)F)COC12CCC(CC1)(CC2)C=2SC1=C(N2)C=CC=C1 2-(4-((5-Cyclopropyl-3-(2-(trifluoromethoxy)phenyl)isoxazol-4-yl)methoxy)bicyclo[2.2.2]octan-1-yl)benzo[d]thiazol